Cl.FC1(CC(C1)CN)F 1-(3,3-difluorocyclobutyl)methanamine hydrochloride